ClC1=CC(=C(C=C1F)S(=O)(=O)NC=1C=C2C(N(C(C2=CC1)=O)C1C(NC(CC1)=O)=O)=O)F 4-chloro-N-(2-(2,6-dioxopiperidin-3-yl)-1,3-dioxoisoindolin-5-yl)-2,5-difluorobenzenesulfonamide